4-(4-bromophenyl)-1-isopropyl-1,2,3,6-tetrahydropyridine BrC1=CC=C(C=C1)C=1CCN(CC1)C(C)C